(2S)-4-t-butoxycarbonyl-morpholine-2-carboxylic acid C(C)(C)(C)OC(=O)N1C[C@H](OCC1)C(=O)O